6-((2-fluoroethyl)amino)-4-(6-(6-((6-methoxypyridin-3-yl)methyl)-3,6-diazabicyclo[3.1.1]Hept-3-yl)pyridin-3-yl)pyrazolo[1,5-a]pyridine-3-carbonitrile FCCNC=1C=C(C=2N(C1)N=CC2C#N)C=2C=NC(=CC2)N2CC1N(C(C2)C1)CC=1C=NC(=CC1)OC